1-[(8aS)-5-bromo-6-chloro-8a,9,11,12-tetrahydropyrazino[2',1':3,4][1,4]oxazepino[5,6,7-de]quinazolin-10(8H)-yl]-3-(methylsulfonyl)propan-1-one BrC=1C(=C2C3=C(N=CN=C3C1)N1[C@H](CO2)CN(CC1)C(CCS(=O)(=O)C)=O)Cl